(D)-PENICILLAMINE N[C@H](C(C)(C)S)C(=O)O